(6-cyclopropyl-8-(4-ethylpiperazin-1-yl)imidazo[1,2-a]pyridin-2-yl)methanamine C1(CC1)C=1C=C(C=2N(C1)C=C(N2)CN)N2CCN(CC2)CC